2-(4-oxo-5,6,7,8-tetrahydro-4H-furo[3,2-c]azepin-8-yl)acetic acid ethyl ester C(C)OC(CC1C2=C(C(NCC1)=O)C=CO2)=O